1-((1S,2R,3R,4R,5S)-4-acetamido-2,3-dihydroxy-6,8-dioxabicyclo[3.2.1]octan-1-yl)-7,13,20-trioxo-2,16-dioxa-8,12,19-triazatetracosan-24-oic acid C(C)(=O)N[C@@H]1[C@H]([C@H]([C@@]2(CO[C@H]1O2)COCCCCC(NCCCNC(CCOCCNC(CCCC(=O)O)=O)=O)=O)O)O